methylolazole C(O)C=1NC=CC1